5-hydroxy-2-(4-morpholinobenzylidene)-2,3-dihydro-1H-indenone OC=1C=C2CC(C(C2=CC1)=O)=CC1=CC=C(C=C1)N1CCOCC1